(S)-quinuclidin-3-yl (7-(4-chlorophenyl)chroman-4-yl)carbamate ClC1=CC=C(C=C1)C1=CC=C2C(CCOC2=C1)NC(O[C@@H]1CN2CCC1CC2)=O